5-methyl-2-(propan-2-yl)cyclohexyl butanedioate C(CCC(=O)[O-])(=O)OC1C(CCC(C1)C)C(C)C